CC1=CC=C(C=C)C=C1 4-METHYLSTYRENE